4-chloro-5-(4-(chloromethyl)-2-methoxybenzyl)-5H-pyrrolo[3,2-d]pyrimidin-2-amine ClC=1C2=C(N=C(N1)N)C=CN2CC2=C(C=C(C=C2)CCl)OC